tert-butyl 4-[1-cyclopentyl-7-[4-(4-methylpiperazin-1-yl)anilino]-2-oxo-4H-pyrimido[4,5-d]pyrimidin-3-yl]-3,4-dihydro-2H-quinoline-1-carboxylate C1(CCCC1)N1C(N(CC=2C1=NC(=NC2)NC2=CC=C(C=C2)N2CCN(CC2)C)C2CCN(C1=CC=CC=C21)C(=O)OC(C)(C)C)=O